benzoyl methyl Sulfone CS(=O)(=O)C(C1=CC=CC=C1)=O